ClC=1C=C(C=CC1Cl)N1C2CN(CC1CC2)C(=O)C2=CC=NC1=CC=C(C=C21)[N+](=O)[O-] 4-(8-(3,4-dichlorophenyl)-3,8-diazabicyclo[3.2.1]octane-3-carbonyl)-6-nitroquinoline